FC(C=1C(=NC(=CC1)N1C=NC2=C1C=C(C=C2)NC=2N=NC(=CC2)C)N2C[C@@H](C[C@@H]2C)C#N)F (3R,5S)-1-[3-(difluoromethyl)-6-[6-[(6-methylpyridazin-3-yl)amino]benzimidazol-1-yl]-2-pyridyl]-5-methyl-pyrrolidine-3-carbonitrile